ClC=1C=C2C=C(NC2=C(C1F)F)C(=O)N[C@H]1CNCC[C@@H]1C 5-Chloro-6,7-difluoro-N-((3R,4S)-4-methylpiperidin-3-yl)-1H-indole-2-carboxamide